COC1=CC=C(C=C1)N1C(C=C(C2=C1N=C(N=C2)NC2=C(C=CC=C2)OC)C=C)=O 8-(4-methoxyphenyl)-2-((2-methoxyphenyl)amino)-5-vinylpyrido[2,3-d]pyrimidin-7(8H)-one